3-(thiophene-2-yl)-1,2,4-oxadiazole-5-carbonyl chloride S1C(=CC=C1)C1=NOC(=N1)C(=O)Cl